3-methyl-5-nitro-1-((2-(trimethylsilyl)ethoxy)methyl)-1H-pyrrolo[2,3-b]pyridine CC1=CN(C2=NC=C(C=C21)[N+](=O)[O-])COCC[Si](C)(C)C